N[C@](COC1=C(C=C(C=C1)C1=CC(=NC=C1)NC(OC)=O)F)(CC(C)C)C (S)-methyl (4-(4-((2-amino-2,4-dimethylpentyl)oxy)-3-fluorophenyl)pyridin-2-yl)carbamate